(R)-2,2',6,6'-tetramethoxy-4,4'-bis(diphenylphosphino)-3,3'-bipyridine COC1=NC(=CC(=C1C=1C(=NC(=CC1P(C1=CC=CC=C1)C1=CC=CC=C1)OC)OC)P(C1=CC=CC=C1)C1=CC=CC=C1)OC